C(C)(=O)N[C@H]1[C@@H](C=C(C[C@@H]1N)C(=O)O)OC(CC)CC (3R,4R,5S)-4-acetamido-5-amino-3-(1-ethyl-propoxy)-1-cyclohexene-1-carboxylic acid